5-fluoro-2-(tetrahydrofuran-3-yl)oxybenzaldehyde FC=1C=CC(=C(C=O)C1)OC1COCC1